1-(4-(azetidin-3-yl)-2,6-dimethylbenzyl)-3-methylazetidin-3-yl acetate C(C)(=O)OC1(CN(C1)CC1=C(C=C(C=C1C)C1CNC1)C)C